2-[4-[4-(2,2-Difluoroeth-oxy)phenyl]-2H-1,2,3-triazol-5-yl]-8-methyl-2,3-dihydro-1H-quinazolin-4-one FC(COC1=CC=C(C=C1)C1=NNN=C1C1NC2=C(C=CC=C2C(N1)=O)C)F